FC1(CC1)C(=O)NCC=1SC(=NN1)C=1N(C2=CC=CC(=C2C1)NC1CCN(CC1)C)CC(F)(F)F 1-fluoro-N-[(5-{4-[(1-methylpiperidin-4-yl)amino]-1-(2,2,2-trifluoroethyl)-1H-indol-2-yl}-1,3,4-thiadiazol-2-yl)methyl]cyclopropane-1-carboxamide